O=C1C=CN2C=COC=3C2=C1C=CC3 7-oxo-7H-pyrido[1,2,3-de]-[1,4]benzoxazine